FC(OC1=CC=C(C=N1)OCCC=1C=C2C(=CNC2=CC1)NC(C)=O)(F)F N-[5-(2-{[6-(trifluoromethoxy)pyridin-3-yl]oxy}ethyl)-1H-indol-3-yl]acetamide